C(C1=CC=CC=C1)N(C)CC1=CC(=NC(=N1)N)NC1=CC(=CC=C1)OC 6-((benzyl(methyl)amino)methyl)-N4-(3-methoxyphenyl)pyrimidine-2,4-diamine